ClC1=CC(=C(C=N1)C(=O)NC([2H])([2H])[2H])NC1=CN(C2=C1C(N(C=C2)[C@@H]2COCC2)=O)C 6-Chloro-4-[[1-methyl-4-oxo-5-[(3S)-tetrahydrofuran-3-yl]pyrrolo[3,2-c]pyridin-3-yl]amino]-N-(methyl-d3)pyridine-3-carboxamide